NC1CN(CCC1)C(=O)C1=NC2=CC(=NC=C2C=C1)NC1=C(C=C(C=C1)N1N=CC=C1)F 2-(3-aminopiperidine-1-carbonyl)-N-[2-fluoro-4-(pyrazol-1-yl)phenyl]-1,6-naphthyridin-7-amine